aminotrimethoxysilane hydrochloride Cl.N[Si](OC)(OC)OC